O1COC2=C1C=CC(=C2)C2(CC2)C(=O)NC=2C=C1C(=CNC1=CC2)C2=CC=CC=C2 1-(Benzo[d][1,3]dioxol-5-yl)-N-(3-phenyl-1H-indol-5-yl)cyclopropaneCarboxamide